FC1([C@H](C1)C(=O)NC1=NC=C2C=C(C=NC2=C1)C=1C=NC(=CC1C)C(C)O)F (1R)-2,2-difluoro-N-(3-(6-(1-hydroxyethyl)-4-methylpyridin-3-yl)-1,6-naphthyridin-7-yl)cyclopropane-1-carboxamide